O=C1N(C2=CC=CC=C2C12CCNCC2)CC(=O)NCC(F)(F)F 2-{2-oxo-1,2-dihydrospiro[indole-3,4'-piperidine]-1-yl}-N-(2,2,2-trifluoroethyl)acetamide